(+/-)-trans-3-((2-(5-fluoro-1H-pyrrolo[2,3-b]pyridin-3-yl)-5-phenyl-5H-pyrrolo[3,2-d]pyrimidin-4-yl)amino)bicyclo[2.2.2]octane-2-carboxylic acid FC=1C=C2C(=NC1)NC=C2C=2N=C(C1=C(N2)C=CN1C1=CC=CC=C1)NC1C(C2CCC1CC2)C(=O)O